OC[C@H]1N(C[C@@H]([C@H]([C@@H]1O)O)O)CCC1=C(C=CC=C1)C (2R,3R,4R,5S)-2-(hydroxymethyl)-1-(2-methylphenethyl)piperidine-3,4,5-triol